bis(3,5-di-tert-butyl-4-hydroxyphenyl-propionyl)hexamethylenediamide C(C)(C)(C)C=1C=C(C=C(C1O)C(C)(C)C)CCC(=O)[N-]CCCCCC[N-]C(CCC1=CC(=C(C(=C1)C(C)(C)C)O)C(C)(C)C)=O